[5-(benzyloxy)-2-hydroxyphenyl]Ethan-1-one C(C1=CC=CC=C1)OC=1C=CC(=C(C1)C(C)=O)O